C(C)N1N=C(C=C1)[S@@](=O)(N)=NC(NC1=C2C(=NC3=C1CCC3)[C@@H](CC2)C)=O (R)-1-Ethyl-N'-(((R)-3-methyl-1,2,3,5,6,7-hexahydrodicyclopenta[b,e]pyridin-8-yl)carbamoyl)-1H-pyrazole-3-sulfonimidamide